ClC1=CC(=C(C=C1)C(C(=O)NCC=1C=C2CN(C(C2=CC1)=O)C1C(NC(CC1)=O)=O)(F)F)C 2-(4-chloro-2-methylphenyl)-N-((2-(2,6-dioxopiperidin-3-yl)-1-oxoisoindol-5-yl)methyl)-2,2-difluoroacetamide